ethyl 5-(5-azaspiro[2.4]heptan-5-ylmethyl)-4-(trifluoromethyl)-1H-imidazole-2-carboxylate C1CC12CN(CC2)CC2=C(N=C(N2)C(=O)OCC)C(F)(F)F